FC(C(=O)O)(F)F.N=1C(=CN2C1N=CC=C2)C2=NC=CC(=C2)C=2C=NC=C(C2)OC 2'-Imidazo[1,2-a]pyrimidin-2-yl-5-methoxy-3,4'-bipyridine trifluoroacetate salt